OC[C@@H](C)NC1=C2C(=NC=C1C(=O)NCCCN1CCOCC1)SC(=N2)C2=CC=CC=C2 (R)-7-((1-hydroxy-prop-2-yl)amino)-N-(3-morpholinopropyl)-2-phenylthiazolo[5,4-b]pyridine-6-carboxamide